CC(C)C(C(CC=C(C)C)(C)C)=O 2,4,4,7-tetramethyl-6-octene-3-one